di-tert-butyl-N,N-diethyl-phosphoramidite C(C)(C)(C)OP(OC(C)(C)C)N(CC)CC